O\N=C(\C1=CC(=CC=C1)N1C2=C(NC(CC1=O)=O)C1=CC(=CC=C1C=C2)C)/N (Z)-N'-Hydroxy-3-(10-methyl-2,4-dioxo-1,2,3,4-tetrahydro-5H-naphtho[1,2-b][1,4]diazepin-5-yl)benzimidamide